(S)-2-amino-8-methyl-7,8-dihydro-5H-pyrano[4,3-b]pyridin-5-one NC1=CC=C2C(=N1)[C@@H](COC2=O)C